1,2-Diphytanoyl-sn-glycero-3-phosphocholin C(CC(C)CCCC(C)CCCC(C)CCCC(C)C)(=O)OC[C@@H](OC(CC(C)CCCC(C)CCCC(C)CCCC(C)C)=O)COP(=O)([O-])OCC[N+](C)(C)C